phenyl-tert-butyl carbonate C(OC(CC1=CC=CC=C1)(C)C)([O-])=O